N-(2,3-dihydro-1,4-benzodioxin-6-yl)-3-(3,5-dimethylpyrazol-1-yl)-N-methyl-benzenesulfonamide O1CCOC2=C1C=CC(=C2)N(S(=O)(=O)C2=CC(=CC=C2)N2N=C(C=C2C)C)C